N-[(1S)-1-(dicyclopropylmethyl)-2-[[5-(5-ethyl-3-methyl-1H-pyrazol-4-yl)-6-fluoro-2-pyridyl]amino]-2-oxo-ethyl]-2-methyl-pyrazole-3-carboxamide C1(CC1)C([C@@H](C(=O)NC1=NC(=C(C=C1)C=1C(=NNC1CC)C)F)NC(=O)C=1N(N=CC1)C)C1CC1